2-Amino-5-(4-methyl-6-quinolyl)thiazol NC=1SC(=CN1)C=1C=C2C(=CC=NC2=CC1)C